CC1=C(C2=CC3=NC(=CC4=NC(=CC5=C(C(=C(N5)C=C1N2)CCC(=O)O)C)C(=C4C)CCC(=O)O)C(=C3C)CCC(=O)O)CCC(=O)O coproporphyrin i